COC(C[C@@H]1CN(CC1)C1=NC(=C(C(=C1)C(F)(F)F)C#N)N1[C@H](CC1)C)=O 2-[(3R)-1-[5-cyano-6-[(2S)-2-methylazetidin-1-yl]-4-(trifluoromethyl)-2-pyridinyl]pyrrolidin-3-yl]acetic acid methyl ester